4-hydroxycyclohexanecarboxamide OC1CCC(CC1)C(=O)N